C(C)N1N=C(C=C1)C=1C=NC=2CCN(CC2C1)C=1C(=CC=2N(N1)C=NN2)C 3-(1-ethylpyrazol-3-yl)-6-(7-methyl-[1,2,4]triazolo[4,3-b]pyridazin-6-yl)-7,8-dihydro-5H-1,6-naphthyridine